N-(4-Bromobutoxy)phthalimide BrCCCCON1C(C=2C(C1=O)=CC=CC2)=O